C(C)(=O)N[C@@H](C(C)C)C(=O)OC methyl acetyl-L-valinate